4-(2-methoxy-4-pyridyl)bicyclo[4.2.0]octa-1(6),2,4-trien-5-amine COC1=NC=CC(=C1)C=1C=CC=2CCC2C1N